CP(=O)(C)C1=CC(=C(C=C1)NCC#CC=1C=C2N(C=CN=C2N[C@H]2[C@H](CN(CC2)C)F)C1SC(F)(F)F)OC (3S,4R)-N-[7-(3-{[4-(dimethylphosphoryl)-2-methoxyphenyl]amino}prop-1-yn-1-yl)-6-[(trifluoromethyl)sulfanyl]pyrrolo[1,2-a]pyrazin-1-yl]-3-fluoro-1-methylpiperidin-4-amine